4-(4-amino-6-(2-fluoro-4-(2-fluoroacrylamido)phenyl)pyrazolo[5,1-f][1,2,4]triazin-5-yl)-N-(3-fluorocyclobutyl)-2-methoxybenzamide NC1=NC=NN2C1=C(C(=N2)C2=C(C=C(C=C2)NC(C(=C)F)=O)F)C2=CC(=C(C(=O)NC1CC(C1)F)C=C2)OC